BrC1=CC=2N(C3=CC=CC=C3C2C=C1)C1=CC=C(C#N)C=C1 4-(2-bromo-9H-carbazol-9-yl)benzonitrile